6-[2-(6,6-Dimethyl-1,4,5,7-tetrahydroindazol-3-yl)-1H-indole-6-carbonyl]-2,6-diazaspiro[3.3]heptane-2-carboxylic acid tert-butyl ester C(C)(C)(C)OC(=O)N1CC2(C1)CN(C2)C(=O)C2=CC=C1C=C(NC1=C2)C2=NNC=1CC(CCC21)(C)C